4-(5-(2,6-bis(methyl-d3)phenoxy)-1-methyl-2-oxo-1,2-dihydropyridin-4-yl)-6-methyl-1,6-dihydro-7H-pyrrolo[2,3-c]pyridin-7-one C(C1=C(OC=2C(=CC(N(C2)C)=O)C=2C3=C(C(N(C2)C)=O)NC=C3)C(=CC=C1)C([2H])([2H])[2H])([2H])([2H])[2H]